C12(CC3CC(CC(C1)C3)C2)CN2N=CC(=C2C)C=2C(=C3C(=NC2)N(C(O3)=O)C=3C=NC(=CC3)Br)C(=O)OC methyl 6-(1-(adamantan-1-ylmethyl)-5-methyl-1H-pyrazol-4-yl)-3-(6-bromopyridin-3-yl)-2-oxo-2,3-dihydrooxazolo[4,5-b]pyridine-7-carboxylate